bis-4-pyridylamine N1=CC=C(C=C1)NC1=CC=NC=C1